1-(tert-butyl) 4-ethyl trans-3-ethylpiperidine-1,4-dicarboxylate C(C)[C@@H]1CN(CC[C@H]1C(=O)OCC)C(=O)OC(C)(C)C